N1(CCCC1)C=1C=C2C3=NNC4=CC=C(OCCCNC(OCC(C1)=C2)=O)C=C34 4-(pyrrolidin-1-yl)-8,14-dioxa-10,19,20-triazatetracyclo[13.5.2.12,6.018,21]tricosa-1(20),2,4,6(23),15,17,21-heptaen-9-one